CC(CN1CCN(CC1)CC1=CC=C(C=C1)B1OC(C(O1)(C)C)(C)C)(C)O 2-methyl-1-(4-(4-(4,4,5,5-tetramethyl-1,3,2-dioxaborolan-2-yl)benzyl)piperazin-1-yl)propan-2-ol